format magnesium [Mg+2].C(=O)[O-].C(=O)[O-]